6-((4-hydroxypiperidin-4-yl)methyl)-2-methyl-3-(3-methyl-1H-inden-6-yl)-2H-pyrazolo[4,3-d]pyrimidin-7(6H)-one OC1(CCNCC1)CN1C=NC=2C(C1=O)=NN(C2C2=CC=C1C(=CCC1=C2)C)C